C1COC2=C(O1)C=CS2 ethylenedioxythiophene